C1CCCC12C=C(CCC2)C(CCC=C)=O 1-(spiro[4.5]deca-6-en-7-yl)pent-4-en-1-one